N2-acetyl-N6-[(9H-fluoren-9-ylmethoxy)carbonyl]-L-lysyl-L-valyl-N-carbamoyl-L-ornithine C(C)(=O)N[C@@H](CCCCNC(=O)OCC1C2=CC=CC=C2C=2C=CC=CC12)C(=O)N[C@@H](C(C)C)C(=O)N([C@@H](CCCN)C(=O)O)C(N)=O